2-(6-oxo-2-phenyl-5-((3-phenylpropyl)amino)pyrimidin-1(6H)-yl)acetic acid O=C1C(=CN=C(N1CC(=O)O)C1=CC=CC=C1)NCCCC1=CC=CC=C1